ethylcyclopropane-1,1-dicarboxylic acid dimethyl ester COC(=O)C1(C(C1)CC)C(=O)OC